2-Hydroxydodecane-1-sulfonic acid OC(CS(=O)(=O)O)CCCCCCCCCC